3-(4-(8-Chloro-7-((2-methyl-1-((2-(trimethylsilyl)ethoxy)methyl)-1H-benzo[d]imidazol-6-yl)oxy)quinoxalin-2-yl)-1H-pyrazol-1-yl)cyclopentanone ClC=1C(=CC=C2N=CC(=NC12)C=1C=NN(C1)C1CC(CC1)=O)OC=1C=CC2=C(N(C(=N2)C)COCC[Si](C)(C)C)C1